1-(4-{[(1R)-1-{3-[(2R)-2-cyclobutyl-1,1-difluoro-2-hydroxypropyl]-2-fluorophenyl}ethyl]amino}-2-methylpyrido[3,4-d]pyrimidin-6-yl)-2,5-dihydro-1H-1lambda5-phosphol-1-one C1(CCC1)[C@@](C(F)(F)C=1C(=C(C=CC1)[C@@H](C)NC=1C2=C(N=C(N1)C)C=NC(=C2)P2(CC=CC2)=O)F)(C)O